iso-propylphenyl-phenylethylphenol C(C)(C)C1=C(C(=C(C=C1)O)CCC1=CC=CC=C1)C1=CC=CC=C1